CC1(CC(=CC(=C1)C)C)B(O)O 1,3,5-trimethylphenylboronic acid